4-Bromo-3-(6-carbamoyl-7-ethoxy-1H-benzo[d]imidazol-2-yl)-7-fluorobenzo[b]thiophene-2-carboxylic acid BrC1=CC=C(C=2SC(=C(C21)C2=NC1=C(N2)C(=C(C=C1)C(N)=O)OCC)C(=O)O)F